isoxazole-carboxamide O1N=C(C=C1)C(=O)N